C1C2CC3CC1CC(C2)(C3)C(=O)Cl (3r,5r,7r)-adamantane-1-carbonyl chloride